Benzyl (2R)-2-amino-3-isopropoxy-propanoate N[C@@H](C(=O)OCC1=CC=CC=C1)COC(C)C